C(C)(C)(C)OC(=O)N1[C@@H](CN([C@H](C1)C)C1=NC(=NC2=C(C(=C(C=C12)OC(F)(F)F)Br)F)Cl)C (2r,5s)-4-[7-bromo-2-chloro-8-fluoro-6-(trifluoromethoxy)quinazolin-4-yl]-2,5-dimethyl-piperazine-1-carboxylic acid tert-butyl ester